2,5-dimethylpiperazin-1-yl-4-methyl-2,4-dihydro-5H-pyrazolo[4,3-b]Pyridin-5-one CC1N(CC(NC1)C)N1N=C2C(N(C(C=C2)=O)C)=C1